4-HYDROXYPYRIDINE-2-CARBOXYLIC ACID OC1=CC(=NC=C1)C(=O)O